methacryloxypropyl-methyldimethoxysilane C(C(=C)C)(=O)OCCC[Si](OC)(OC)C